C1=CC(=C(C(=C1)C(=O)[O-])S(=O)(=O)O)C(=O)[O-].[Na+].[Na+] sulfoisophthalic acid Sodium Salt